COC1=C(C=C(C(=O)NC)C=C1)S(NC1=NOC2=C1C(=CC(=C2)CN2N=CC(=C2)CNC(C#C)=O)OC)(=O)=O 4-methoxy-3-(N-(4-methoxy-6-((4-(propiolamidomethyl)-1H-pyrazol-1-yl)methyl)benzo[d]isoxazol-3-yl)sulfamoyl)-N-methylbenzamide